5-(((trans-3-(3-cyclopropyl-4-(7-(4-methylpiperazin-1-yl)quinoxalin-2-yl)-1H-pyrazol-1-yl)cyclobutyl)methyl)amino)-2-(2,6-dioxopiperidin-3-yl)isoindoline-1,3-dione C1(CC1)C1=NN(C=C1C1=NC2=CC(=CC=C2N=C1)N1CCN(CC1)C)[C@@H]1C[C@H](C1)CNC=1C=C2C(N(C(C2=CC1)=O)C1C(NC(CC1)=O)=O)=O